N-(4-trifluoromethyl-benzyl)aniline FC(C1=CC=C(CNC2=CC=CC=C2)C=C1)(F)F